N,N-bis(trimethylsilyl)aminopropylmethyl-diethoxysilane C[Si](N([Si](C)(C)C)CCC[Si](OCC)(OCC)C)(C)C